(difluoro(2-(((S)-1-oxo-1-((S)-2-((R)-2-phenylmorpholine-4-carbonyl)pyrrolidin-1-yl)-3-(pyridin-4-yl)propan-2-yl)carbamoyl)benzo[b]thiophen-5-yl)methyl)phosphonic acid FC(C1=CC2=C(SC(=C2)C(N[C@H](C(N2[C@@H](CCC2)C(=O)N2C[C@H](OCC2)C2=CC=CC=C2)=O)CC2=CC=NC=C2)=O)C=C1)(F)P(O)(O)=O